FC1=C(C(=CC=C1)F)C=1NC2=C(C3=C(N1)C(=NN3)C)C=C(N=C2C)N2C[C@H](N(CC2)C)C(F)(F)F (S)-5-(2,6-difluorophenyl)-3,7-dimethyl-9-(4-methyl-3-(trifluoromethyl)piperazin-1-yl)-1,6-dihydropyrazolo[4,3-d]pyrido[4,3-f][1,3]diazepine